9,10-dibromocamphor BrCC1(C2(C(=O)CC1CC2)CBr)C